2-(2-(5-Cyclopropyl-3-(3,5-difluoropyridin-4-yl)isoxazol-4-yl)-7-azaspiro[3.5]non-1-en-7-yl)-4-fluorobenzo[d]thiazol C1(CC1)C1=C(C(=NO1)C1=C(C=NC=C1F)F)C1=CC2(C1)CCN(CC2)C=2SC1=C(N2)C(=CC=C1)F